2-((1S,6R)-6-(difluoromethyl)-3-azabicyclo[4.1.0]heptan-3-yl)-N-(6-(4,4-difluoropiperidin-1-yl)pyridin-2-yl)-6-fluoro-4-((2-hydroxyethyl)sulfonamido)benzamide FC([C@@]12CCN(C[C@H]2C1)C1=C(C(=O)NC2=NC(=CC=C2)N2CCC(CC2)(F)F)C(=CC(=C1)NS(=O)(=O)CCO)F)F